Cl.Cl.CC1(NC2(CC2)CC(C1)OC1=CC=C(N=N1)C1=NC=C(C=C1O)C=1OC=CN1)C 2-{6-[(5,5-dimethyl-4-azaspiro[2.5]oct-7-yl)oxy]pyridazin-3-yl}-5-(1,3-oxazol-2-yl)pyridin-3-ol dihydrochloride